C(C)(C)(C)C=1C=C(C=NC1)NC(=O)C1=CSC=2CN(CCC21)C(=O)C=2C=NN1C2C=NC=C1 N-(5-tert-butyl-3-pyridyl)-6-(pyrazolo[1,5-a]pyrazine-3-carbonyl)-5,7-dihydro-4H-thieno[2,3-c]pyridine-3-carboxamide